3-(methacryloyloxymethyl)-2-pentafluoroethyl-oxetane C(C(=C)C)(=O)OCC1C(OC1)C(C(F)(F)F)(F)F